C1(CC1)N1CCN(CC1)S(=O)(=O)C=1C=C(C(=O)NC=2N=CC3=CC=C(C=C3C2)C=2C=NN(C2)C)C=CC1F 3-((4-cyclopropylpiperazin-1-yl)sulphonyl)-4-fluoro-N-(6-(1-methyl-1H-pyrazol-4-yl)isoquinolin-3-yl)benzamide